2-((2S,4S)-5-chloro-2-((cyclohexylamino)methyl)-2-phenyl-2,3-dihydrobenzofuran-4-yl)-4-(difluoromethoxy)-3-fluorobenzamide ClC=1C=CC2=C(C[C@](O2)(C2=CC=CC=C2)CNC2CCCCC2)C1C1=C(C(=O)N)C=CC(=C1F)OC(F)F